C1(CC1)CN1C=CC=2C1=CN=CC2 1-(cyclopropylmethyl)-1H-pyrrolo-[2,3-c]-pyridine